N,N,N-triethyl-N-propylammonium C(C)[N+](CCC)(CC)CC